3,3'-(((((5-(2-carboxy-2-(pyrrolidin-3-yl)ethyl)pyridin-3-yl)methyl)azanediyl)bis(methylene))bis([3,3'-bipyridine]-5',5-diyl))bis(2-(pyrrolidin-3-yl)propanoic acid) C(=O)(O)C(CC=1C=C(C=NC1)CN(CC=1C=C(C=NC1)C=1C=NC=C(C1)CC(C(=O)O)C1CNCC1)CC=1C=C(C=NC1)C=1C=NC=C(C1)CC(C(=O)O)C1CNCC1)C1CNCC1